C[C@@H](CC)NC(O[C@H]1C[C@H](CC1)C1=CC(=NN1)NC(CC=1N=C2SC(=NN2C1)C)=O)=O (1R,3S)-3-(3-{[(2-methylimidazo[2,1-b][1,3,4]thiadiazol-6-yl)acetyl]amino}-1H-pyrazol-5-yl)cyclopentyl (2S)-butan-2-ylcarbamate